N1C(=NC=C1)C(CC)([2H])N1C[C@]2(CCN3N=C(C=C32)C=3C=C(C(=NC3)N)C(F)(F)F)CC1 5-{(3R)-1-[1-(1H-imidazol-2-yl)(1-2H)propyl]-5',6'-dihydrospiro[pyrrolidine-3,4'-pyrrolo[1,2-b]pyrazol]-2'-yl}-3-(trifluoromethyl)pyridin-2-amine